(5-methyl-1,2,4-oxadiazol-3-yl)methanamine-HCl Cl.CC1=NC(=NO1)CN